ClC=1C=CC(=C(C1)NC1=NC=NC2=CC(=C(C=C12)[N+](=O)[O-])C#CC1(COC1)C)F N-(5-chloro-2-fluoro-phenyl)-7-[2-(3-methyloxetan-3-yl)ethynyl]-6-nitro-quinazolin-4-amine